4-(4-(((3-aminooxetane-3-yl)methyl)amino)-6-(trifluoromethyl)quinazolin-2-yl)-2,3,4,5-tetrahydropyrido[2,3-f][1,4]thiazepine-1,1-dioxide NC1(COC1)CNC1=NC(=NC2=CC=C(C=C12)C(F)(F)F)N1CCS(C2=C(C1)N=CC=C2)(=O)=O